Cl.NC(C(=O)O)C1(CC1)C1=C(C(=CC=C1F)C)C amino-2-(1-(6-fluoro-2,3-dimethylphenyl)cyclopropyl)acetic acid monohydrochloride